CC1=CC=C(N=N1)NC=1C=CC2=C(N(C=N2)C2=CC=C(C(=N2)N2N=C(C=3CNCCC32)C(F)(F)F)C(C)=O)C1 1-[6-[6-[(6-methylpyridazin-3-yl)amino]benzimidazol-1-yl]-2-[3-(trifluoromethyl)-4,5,6,7-tetrahydropyrazolo[4,3-c]pyridin-1-yl]-3-pyridyl]ethanone